FC1=CC=C(C=C1)C=1C2=C(C(=NC1)OC)N=C(S2)NC(=O)N2CC1(CC2)CCOCC1 8-Oxa-2-aza-spiro[4.5]decane-2-carboxylic acid [7-(4-fluoro-phenyl)-4-methoxy-thiazolo[4,5-c]pyridin-2-yl]-amide